tert-butyl (7R)-7-benzoyloxy-5-oxa-2-azaspiro[3.4]octane-2-carboxylate tert-butyl-7-(benzoyloxy)-5-oxa-2-azaspiro[3.4]octane-2-carboxylate C(C)(C)(C)OC(=O)N1CC2(C1)OCC(C2)OC(C2=CC=CC=C2)=O.C(C2=CC=CC=C2)(=O)O[C@H]2COC1(CN(C1)C(=O)OC(C)(C)C)C2